4-amino-N-ethyl-N-((5-(prop-1-yn-1-yl)pyridin-2-yl)methyl)-1,3-dihydrofuro[3,4-c]quinoline-8-carboxamide NC1=NC=2C=CC(=CC2C2=C1COC2)C(=O)N(CC2=NC=C(C=C2)C#CC)CC